1-[(5-benzylsulfanyl-2-thienyl)sulfonyl]pyrrolidine C(C1=CC=CC=C1)SC1=CC=C(S1)S(=O)(=O)N1CCCC1